6-amino-2-(3,5-dichloro-4-((2-(5-chloropyridin-2-yl)-4-methylquinolin-6-yl)oxy)phenyl)-1,2,4-triazine-3,5(2H,4H)-dione NC=1C(NC(N(N1)C1=CC(=C(C(=C1)Cl)OC=1C=C2C(=CC(=NC2=CC1)C1=NC=C(C=C1)Cl)C)Cl)=O)=O